2-(3-{[2-cyclopropyl-6-fluoro-4-(methoxycarbonyl)phenyl]Amino}phenyl)-4,5-dihydro-1H-imidazole-1-carboxylic acid tert-butyl ester C(C)(C)(C)OC(=O)N1C(=NCC1)C1=CC(=CC=C1)NC1=C(C=C(C=C1F)C(=O)OC)C1CC1